(R)-5-(3-cyclohexyl-7-(2-fluorophenyl)-2-methyl-1,1-dioxido-2,3,4,5-tetrahydrobenzo[f][1,2,5]thiadiazepin-8-yl)-2-fluorobenzoic acid C1(CCCCC1)[C@H]1N(S(C2=C(NC1)C=C(C(=C2)C=2C=CC(=C(C(=O)O)C2)F)C2=C(C=CC=C2)F)(=O)=O)C